(3aR,6R,6aR)-6-(((tert-Butyldiphenylsilyl)oxy)methyl)-2,2-dimethyltetrahydro-4H-cyclopenta[d][1,3]dioxol-4-one [Si](C1=CC=CC=C1)(C1=CC=CC=C1)(C(C)(C)C)OC[C@H]1CC([C@H]2[C@@H]1OC(O2)(C)C)=O